CC1=C2C=C(N(C2=CC=C1CN1CCC2(CN(C2)C2=NC=NC3=CC=C(C=C23)CC(F)(F)F)CC1)CCCCN1CCNCC1)C#N 4-methyl-1-(4-piperazin-1-ylbutyl)-5-[[2-[6-(2,2,2-trifluoroethyl)quinazolin-4-yl]-2,7-diazaspiro[3.5]nonan-7-yl]methyl]indole-2-carbonitrile